N-(2-(4,4-difluoropiperidin-1-yl)-1,5-naphthyridin-4-yl)-4-(2-hydroxyethylsulfonylamino)-2-(6-Azaspiro[2.5]octane-6-yl)benzamide FC1(CCN(CC1)C1=NC2=CC=CN=C2C(=C1)NC(C1=C(C=C(C=C1)NS(=O)(=O)CCO)N1CCC2(CC2)CC1)=O)F